CN1N=CC=C1C=O 2-methyl-pyrazole-3-carbaldehyde